ClC1=C(C=CC=C1)C(C)=O 1-(2-chlorophenyl)-ethanone